tri-tert-butylphosphine tetrafluoroboric acid Salt F[B-](F)(F)F.[H+].C(C)(C)(C)P(C(C)(C)C)C(C)(C)C